N1=CC=C2N1C(=C1C(=N2)C2(CC1)CCCCC2)NCC=2C=[N+](C=CC2)[O-] 3-(((6',7'-dihydrospiro[cyclohexane-1,5'-cyclopenta[d]pyrazolo[1,5-a]pyrimidin]-8'-yl)amino)methyl)pyridine 1-oxide